C(C)CC(CC(=O)[O-])=O.[O-]CCCC.[O-]CCCC.[Al+3] aluminum dibutoxide (ethyl acetoacetate)